1-(5-chloro-2-methylphenyl)-3-[1-(2-chlorophenyl)-5-oxopyrrolidin-3-yl]urea ClC=1C=CC(=C(C1)NC(=O)NC1CN(C(C1)=O)C1=C(C=CC=C1)Cl)C